(R)-3-(3-chloro-4-fluorophenyl)-1-methyl-1-(1-(1-(methylamino)isoquinolin-4-yl)ethyl)urea ClC=1C=C(C=CC1F)NC(N([C@H](C)C1=CN=C(C2=CC=CC=C12)NC)C)=O